4-(1,2,4,5-Tetrazin-3-yl)benzylamine hydrochloride Cl.N1=NC(=NN=C1)C1=CC=C(CN)C=C1